(E)-3-(4-((2-Benzoyl-6-hydroxybenzo[b]thiophen-3-yl)oxy)phenyl)acrylic acid C(C1=CC=CC=C1)(=O)C1=C(C2=C(S1)C=C(C=C2)O)OC2=CC=C(C=C2)/C=C/C(=O)O